1-{2,6-Diazaspiro[3.3]heptan-2-yl}ethan-1-one hydrochloride Cl.C1N(CC12CNC2)C(C)=O